3-Oxo-2-oxa-8-azaspiro[4.5]decane-8-carboxylic acid tert-butyl ester C(C)(C)(C)OC(=O)N1CCC2(CC(OC2)=O)CC1